N1C=C(C2=CC=CC=C12)NC(CCOC)=O N-(1H-indol-3-yl)-3-methoxy-propanamide